CS(=O)(=O)C1=CC=C(C=N1)B(O)O (6-methanesulfonylpyridin-3-yl)boronic acid